N-[5-(2-acetamidopyrimidin-5-yl)-4-fluoro-2-[rac-(3R,5S)-3,4,5-trimethylpiperazin-1-yl]phenyl]-6-oxo-4-(trifluoromethyl)-1H-pyridine-3-carboxamide C(C)(=O)NC1=NC=C(C=N1)C=1C(=CC(=C(C1)NC(=O)C1=CNC(C=C1C(F)(F)F)=O)N1C[C@H](N([C@H](C1)C)C)C)F |r|